1-(5-((1-acetyl)piperidin-4-yl)-1H-isoxazol-3-yl)-methane C(C)(=O)N1CCC(CC1)C1=CC(=NO1)C